C1(=CC(=CC=C1)C=N)C 1-(m-tolyl)methanimine